2-methoxy-2-methyl-1-trimethoxysilylmethyl-1-aza-2-silacyclopentane CO[Si]1(N(CCC1)C[Si](OC)(OC)OC)C